(S)-2-chloro-6-(2-(cyclobutylamino)propyl)-N-(furan-2-ylmethyl)-7-methylthieno[3,2-d]pyrimidin-4-amine ClC=1N=C(C2=C(N1)C(=C(S2)C[C@H](C)NC2CCC2)C)NCC=2OC=CC2